BrC1=C(C=C(COC2C3CN(C(C2)C3)C(=O)OC(C)(C)C)C=C1)F tert-butyl 5-((4-bromo-3-fluorobenzyl)oxy)-2-azabicyclo[2.2.1]heptane-2-carboxylate